O[C@@H](COC1=CC=C(N=N1)C#N)COCCCCCCCCCCCCCCCCCC (R)-6-(2-hydroxy-3-(octadecyloxy)propoxy)pyridazine-3-carbonitrile